4-(3-((2-((5-methyl-2-(4-methylpiperazin-1-yl)thiazol-4-yl)amino)-5-(trifluoromethyl)pyrimidin-4-yl)amino)propyl)-1,4-oxazepan-3-one CC1=C(N=C(S1)N1CCN(CC1)C)NC1=NC=C(C(=N1)NCCCN1C(COCCC1)=O)C(F)(F)F